FC(C(=O)O)(F)F.ClC1=CC=C(C=N1)N1C[C@H](CCC1)N (3S)-1-(6-chloropyridin-3-yl)piperidin-3-amine trifluoroacetate salt